{4-[3-(4-methylpiperazin-1-yl)pyridin-2-yl]phenyl}methanol Isobutyl-α-(ethoxycarbonyl)oxyisobutyrate C(C(C)C)CC(C(=O)OCC1=CC=C(C=C1)C1=NC=CC=C1N1CCN(CC1)C)(C)OC(=O)OCC